ethyl 1-({2-chloro-5H,6H,7H-cyclopenta[d]pyrimidin-4-yl}amino)cyclopropane-1-carboxylate ClC=1N=C(C2=C(N1)CCC2)NC2(CC2)C(=O)OCC